N-((S)-1-((difluoromethyl)sulfonyl)azepan-3-yl)-2-(2-(6-((cis)-2,6-dimethylmorpholino)pyridin-2-yl)-1,6-naphthyridin-7-yl)acetamide FC(S(=O)(=O)N1C[C@H](CCCC1)NC(CC1=NC=C2C=CC(=NC2=C1)C1=NC(=CC=C1)N1C[C@@H](O[C@@H](C1)C)C)=O)F